BrC=1C(=C2C(=C(C=NC2=CC1)[N+](=O)[O-])C1(CCC1)C(=O)OCC)F Ethyl 1-(6-bromo-5-fluoro-3-nitroquinolin-4-yl)cyclobutane-1-carboxylate